(1s,3s)-3-(1-methyl-2-oxoindolin-7-yl)cyclobutyl ((2-(2,6-dioxopiperidin-3-yl)-4-fluoro-3-oxoisoindolin-5-yl)methyl)carbamate O=C1NC(CC[C@@H]1N1CC2=CC=C(C(=C2C1=O)F)CNC(OC1CC(C1)C=1C=CC=C2CC(N(C12)C)=O)=O)=O